F[C@H]1[C@H](C2=C(C=CC(=C2[C@H]1F)OC=1C=C(C#N)C=C(C1)F)S(=O)(=O)C)O 3-[[(1S,2S,3R)-2,3-Difluoro-2,3-dihydro-1-hydroxy-7-(methylsulfonyl)-1H-inden-4-yl]oxy]-5-fluorobenzonitrile